FC=1C=C(C=CC1)N1N=C(C=C(C1=O)C(=O)N[C@@H]1CS(C[C@@H]1O)(=O)=O)C1=CC=C(C=C1)C(F)(F)F (+)-2-(3-fluorophenyl)-N-[(cis)-4-hydroxy-1,1-dioxidotetrahydro-thiophen-3-yl]-3-oxo-6-[4-(trifluoromethyl)phenyl]-2,3-dihydropyridazine-4-carboxamide